Ethyl (1s,4s)-4-(2-fluoro-5-((2-((4-fluoro-3-(trifluoromethyl)phenyl)carbamoyl)cyclopent-1-en-1-yl)carbamoyl)-4-methoxyphenoxy)cyclohexane-1-carboxylate FC1=C(OC2CCC(CC2)C(=O)OCC)C=C(C(=C1)OC)C(NC1=C(CCC1)C(NC1=CC(=C(C=C1)F)C(F)(F)F)=O)=O